ClC1=CC(=NC=C1)C(C(=O)C1CC(C1)NC(OC(C)(C)C)=O)(F)F tert-butyl ((1r,3r)-3-(2-(4-chloropyridin-2-yl)-2,2-difluoroacetyl)cyclobutyl)carbamate